COCCN(CCNC(=O)O[C@H]1[C@@H](N(C[C@H]1OC(=O)OC(C)(C)C)C(=O)OC(C)(C)C)CC1=CC=C(C=C1)OC)CCOC tert-butyl (2S,3S,4R)-3-[({2-[bis(2-methoxyethyl)amino]ethyl} carbamoyl)oxy]-4-[(tert-butoxycarbonyl)oxy]-2-[(4-methoxyphenyl)methyl]pyrrolidine-1-carboxylate